N-{[(3S,4R)-2-[5-chloro-2-(2H-1,2,3-triazol-2-yl)benzoyl]-4-methyl-2-azabicyclo[3.1.1]heptan-3-yl]methyl}-6-fluoroquinoxalin-2-amine ClC=1C=CC(=C(C(=O)N2C3CC([C@H]([C@H]2CNC2=NC4=CC=C(C=C4N=C2)F)C)C3)C1)N1N=CC=N1